biphenyl-2,4'-dicarboxylic acid C=1(C(=CC=CC1)C(=O)O)C1=CC=C(C=C1)C(=O)O